(2-fluorophenyl)((5-(4-fluorophenyl)-6-isopropyl-1H-pyrazolo[4,3-g]isoquinolin-8-yl)imino)(methyl)-λ6-sulfanone FC1=C(C=CC=C1)S(=O)(C)=NC1=NC(=C(C2=CC3=C(C=C12)NN=C3)C3=CC=C(C=C3)F)C(C)C